(R)-N-(5-((6-(3-(4-fluoro-3-(3-fluoro-phenoxy)phenyl)-isoxazolidin-2-yl)-pyrimidin-4-yl)-amino)-4-meth-oxy-2-(4-methyl-piperazin-1-yl)-phenyl)acrylamide FC1=C(C=C(C=C1)[C@@H]1N(OCC1)C1=CC(=NC=N1)NC=1C(=CC(=C(C1)NC(C=C)=O)N1CCN(CC1)C)OC)OC1=CC(=CC=C1)F